3-ethylidene-6-vinyl-tetrahydro-2H-pyran tert-butyl-N-(trans-3-hydroxycyclobutyl)carbamate C(C)(C)(C)OC(N[C@@H]1C[C@H](C1)O)=O.C(C)=C1COC(CC1)C=C